C(CCC)[C@H]1N(S(C2=C(N(C1)C1CCCC1)C=C(C(=C2)O\C=C(\C(=O)O)/F)SC)(=O)=O)C (R,Z)-3-((3-butyl-5-cyclopentyl-2-methyl-7-(methylthio)-1,1-dioxido-2,3,4,5-tetrahydrobenzo[f][1,2,5]thiadiazepin-8-yl)oxy)-2-fluoroacrylic acid